OCCN[C@@H](CC(=O)N)C(=O)N 2-hydroxy-ethyl-aspartamide